C1(CCCC1)C1=NN(C=C1)C(C(=O)O\N=C(/N)\C1CN(CC12CN(C2)C(=O)OC(C)(C)C)C(=O)OCC=C)C 6-allyl 2-(tert-butyl) (Z)-8-(N'-((2-(3-cyclopentyl-1H-pyrazol-1-yl)propanoyl)oxy)carbamimidoyl)-2,6-diazaspiro[3.4]octane-2,6-dicarboxylate